Rac-tert-butyl ((1aR,3R,6R,8aS,9aS)-4-oxo-6-(3-phenylpyrrolidine-1-carbonyl)decahydrooxireno[2,3-d]pyrrolo[1,2-a]azocin-3-yl)carbamate O=C1[C@@H](C[C@@H]2[C@H](C[C@H]3N1[C@H](CC3)C(=O)N3C[C@H](CC3)C3=CC=CC=C3)O2)NC(OC(C)(C)C)=O |&1:16|